C(C)(C)(C)OC(=O)N1C[C@@H](N(CC1)C=1C2=C(N=CN1)N(C=C2C=2C=NC=CC2)S(=O)(=O)CC2=CC=CC=C2)C (S)-3-methyl-4-(5-(pyridin-3-yl)-7-toluenesulfonyl-7H-pyrrolo[2,3-d]pyrimidin-4-yl)piperazine-1-carboxylic acid tert-butyl ester